(3R,5R)-1-{2-[1-(cyclopropylmethyl)-1H-indol-2-yl]-1-[(1,3-dimethyl-1H-pyrazol-4-yl)methyl]-7-methoxy-1H-1,3-benzodiazole-5-carbonyl}-5-fluoropiperidin-3-amine C1(CC1)CN1C(=CC2=CC=CC=C12)C1=NC2=C(N1CC=1C(=NN(C1)C)C)C(=CC(=C2)C(=O)N2C[C@@H](C[C@H](C2)F)N)OC